CC1CN=C(CC1)C=1C=C(C=CC1)C1CCN(CC1)C(C)=O 1-[4-[3-(3-methyl-2,3,4,5-tetrahydropyridin-6-yl)phenyl]-1-piperidyl]ethanone